C(CCCCC)N[C@H]1[C@@H]([C@]2(C)[C@@H](C1)[C@@H]1CC=C3C[C@H](CC[C@]3(C)[C@H]1CC2)O)C(C)(C)O 16α-n-hexylamino-17β-(1-hydroxy-1-methyl-ethyl)androsta-5-en-3β-ol